CC1=NC2=CC=CC=C2C(=N1)OCCN1CCS(CC1)(=O)=O 4-(2-((2-methylquinazolin-4-yl)oxy)ethyl)thiomorpholine 1,1-dioxide